(S)-1-(2,4-difluoro-6-methoxybenzyl)-3,4-dimethyl-2-oxo-N-(2,4,6-trifluorobenzyl)-1,2,3,4-tetrahydro-quinazoline-7-carboxamide FC1=C(CN2C(N([C@H](C3=CC=C(C=C23)C(=O)NCC2=C(C=C(C=C2F)F)F)C)C)=O)C(=CC(=C1)F)OC